3-(2-bromophenyl)-1-(4-(2-(4-((4-chlorophenyl)sulfonyl)piperazin-1-yl)-2-oxoethoxy)phenyl)prop-2-en-1-one BrC1=C(C=CC=C1)C=CC(=O)C1=CC=C(C=C1)OCC(=O)N1CCN(CC1)S(=O)(=O)C1=CC=C(C=C1)Cl